{1-{2-[(tert-Butyldimethylsilyl)oxy]ethyl}-4-(4-methoxyphenyl)-2-oxopyrrolidin-3-yl}carbamic Acid Tert-Butyl Ester C(C)(C)(C)OC(NC1C(N(CC1C1=CC=C(C=C1)OC)CCO[Si](C)(C)C(C)(C)C)=O)=O